6-[2-[6-(2-butyloctanoyloxy)hexoxy]-3-[2-[2-[2-[2-(1H-imidazole-4-carbonylamino)ethoxy]ethoxy]ethoxy]ethoxy]propoxy]hexyl 2-butyloctanoate C(CCC)C(C(=O)OCCCCCCOCC(COCCOCCOCCOCCNC(=O)C=1N=CNC1)OCCCCCCOC(C(CCCCCC)CCCC)=O)CCCCCC